4-[(tert-butyldiphenylsilyl)oxy]cyclohexan-1-amine [Si](C1=CC=CC=C1)(C1=CC=CC=C1)(C(C)(C)C)OC1CCC(CC1)N